((2S)-1-(((2S)-1-amino-2-methyl-1-oxo-3-(2-oxopyrrolidin-3-yl)propan-2-yl)amino)-3-cyclopropyl-1-oxopropan-2-yl)-4-methoxy-1H-indole-2-carboxamide NC([C@@](CC1C(NCC1)=O)(C)NC([C@H](CC1CC1)N1C(=CC2=C(C=CC=C12)OC)C(=O)N)=O)=O